(S)-5-Fluoro-2-((5-(3-((9-(1-hydroxycyclobutane-1-carboxamido)-3-azaspiro[5.5]undec-3-yl)methyl)pyrrolidin-1-yl)-1,2,4-triazine-6-yl)oxy)-N,N-diisopropylbenzamide FC=1C=CC(=C(C(=O)N(C(C)C)C(C)C)C1)OC1=C(N=CN=N1)N1C[C@@H](CC1)CN1CCC2(CC1)CCC(CC2)NC(=O)C2(CCC2)O